[Si](C)(C)(C(C)(C)C)OCCO 2-[[tert-butyl(dimethyl)silyl]oxy]ethanol